((7R)-7-Amino-2-azabicyclo[2.2.1]heptan-2-yl)(2-(6-cyclopropyl-1-(cyclopropylmethyl)-1H-indol-2-yl)-4-methoxy-3-methylbenzofuran-6-yl)methanone N[C@H]1C2N(CC1CC2)C(=O)C2=CC1=C(C(=C(O1)C=1N(C3=CC(=CC=C3C1)C1CC1)CC1CC1)C)C(=C2)OC